BrC=1C=2C(N=C3N(C2C=CC1)C1=CC(=CC=C1C31CCCCC1)C1CCC(CC1)CN1CCC3(CC1)OC1=C(C3)C=C(C(=C1)F)C1C(NC(CC1)=O)=O)=O 3-(1'-((4-(4'-bromo-5'-oxo-5'H-spiro[cyclohexane-1,7'-indolo[1,2-a]quinazolin]-10'-yl)cyclohexyl)methyl)-6-fluoro-3H-spiro[benzofuran-2,4'-piperidin]-5-yl)piperidine-2,6-dione